NC1N(CC(NC1)N)C1=CC=CC=2OCCOC21 5-(2,5-diaminopiperazin-1-yl)-2,3-dihydro-1,4-benzodioxine